F[C@H]1CN(CC[C@H]1NC1=CC=CN2C(=C(C=C12)C#CCNC1=CC=C(C(=O)NCCS(=O)(=O)C)C=C1)SC(F)(F)F)C 4-{[3-(8-{[(3S,4R)-3-fluoro-1-methylpiperidin-4-yl]amino}-3-[(trifluoromethyl)sulfanyl]indolizin-2-yl)prop-2-yn-1-yl]amino}-N-(2-methanesulfonylethyl)benzamide